OCOC1=CC=C(C=C1)/C=C/C(=O)C1=CC=CC=C1 (E)-3-[4-(Hydroxymethoxy)phenyl]-1-phenylprop-2-en-1-one